ClC1=CC(=NC(=N1)OC[C@H]1NC[C@@H](C1)F)N1C[C@@](CCC1)(O)C (3R)-1-(6-chloro-2-{[(2S,4R)-4-fluoropyrrolidin-2-yl]methoxy}pyrimidin-4-yl)-3-methylpiperidin-3-ol